5-methyl-1-(4-nitrobenzyl)pyrrolidin-2-one CC1CCC(N1CC1=CC=C(C=C1)[N+](=O)[O-])=O